5-(1-cyclopropyl-2-methyl-1H-imidazo[4,5-b]pyridin-6-yl)-N-ethylpyrrolo[2,1-f][1,2,4]triazin-4-amine C1(CC1)N1C(=NC2=NC=C(C=C21)C=2C=CN1N=CN=C(C12)NCC)C